CC(C)(C=1N=NN(C1)CC1=CC=C(C=C1)C1=NOC(=N1)C(F)(F)F)NC(C1=CC=CC=C1)=O N-[1-methyl-1-[1-[[4-[5-(trifluoromethyl)-1,2,4-oxadiazol-3-yl]phenyl]methyl]triazol-4-yl]ethyl]benzamide